C(#N)C1=CC(=C(COC2=CC(=CC(=N2)N2CCN(CC2)[C@@H](C)C2=NC3=C(N2C[C@H]2OCC2)C=C(C=C3)C(=O)O)COC)C=C1)F 2-((S)-1-(4-(6-((4-cyano-2-fluorobenzyl)oxy)-4-(methoxymethyl)pyridin-2-yl)piperazin-1-yl)ethyl)-1-(((S)-oxetan-2-yl)methyl)-1H-benzo[d]imidazole-6-carboxylic acid